1,4-dihydro-3,5-pyridinedicarboxylic acid-methyl-(R)-1-benzyl-3-piperidinyl ester hydrochloride Cl.C[C@H]1N(CCCC1OC(=O)C1=CNC=C(C1)C(=O)O)CC1=CC=CC=C1